2-[(2R)-2-methyl-1,4-oxazepan-4-yl]-N-(2-sulfamoyl-4-pyridinyl)-5-(trifluoromethyl)-pyridine-3-carboxamide C[C@H]1OCCCN(C1)C1=NC=C(C=C1C(=O)NC1=CC(=NC=C1)S(N)(=O)=O)C(F)(F)F